COC(=O)C12CC(C1)(C2)C2=C(N=C(N2C[C@H]2OCC2)C=O)C (S)-3-(2-formyl-4-methyl-1-(oxetan-2-ylmethyl)-1H-imidazol-5-yl)bicyclo[1.1.1]Pentane-1-carboxylic acid methyl ester